ClC1=CC2=C(N=C(N(C2=O)C)[C@H]2CN(CCC2)C(=O)OC(C)(C)C)C=N1 tert-butyl (R)-3-(6-chloro-3-methyl-4-oxo-3,4-dihydropyrido[3,4-d]pyrimidin-2-yl)piperidine-1-carboxylate